2-methoxy-N-(propan-2-yl)-3-{[2-(pyrrolidin-1-yl)ethoxy]methyl}-6H,7H,8H,9H-cyclohexa[b]1,5-naphthyridin-10-amine COC=1N=C2C(=C3C(=NC2=CC1COCCN1CCCC1)CCCC3)NC(C)C